4-bromo-5-methylthiophene-2-carboxamide BrC=1C=C(SC1C)C(=O)N